5-bromo-N-(3-fluorobenzyl)benzo[d]isothiazol-3-amine BrC=1C=CC2=C(C(=NS2)NCC2=CC(=CC=C2)F)C1